CN(C(O[C@H](C(=O)NC=1C(N(C=CC1)CC1=NC2=C(C(=NC=C2F)CCC(F)(F)F)N1)=O)CC\C=C\C(=O)N(C)C)=O)C (S,E)-7-(dimethylamino)-1-((1-((7-fluoro-4-(3,3,3-trifluoropropyl)-3H-imidazo[4,5-c]pyridin-2-yl)methyl)-2-oxo-1,2-dihydropyridin-3-yl)amino)-1,7-dioxohept-5-en-2-yl dimethylcarbamate